tert-butyl 2-((2S,3R)-3-(benzyloxy)-1-oxo-1-(pyrrolidin-1-yl) butan-2-yl)-1-methyl-3-oxo-2,5-diazaspiro[3.4]octane-5-carboxylate C(C1=CC=CC=C1)O[C@@H]([C@@H](C(N1CCCC1)=O)N1C(C2(C1=O)N(CCC2)C(=O)OC(C)(C)C)C)C